C1(=CC=C(C=C1)N1C2=CC=CC=C2[Se]C=2C=CC=CC12)N1C2=CC=CC=C2[Se]C=2C=CC=CC12 10,10'-(1,4-phenylene)bis[10H-phenoselenazine]